ClC1=C(CO[C@@H]2CN(C[C@H]2N2N=NC(=C2)C=2C=NC=CC2)C(C=C)=O)C=C(C=C1)C(F)(F)F 1-(trans-3-(2-chloro-5-(trifluoromethyl)benzyloxy)-4-(4-(pyridin-3-yl)-1H-1,2,3-triazol-1-yl)pyrrolidin-1-yl)prop-2-en-1-one